N-(3-(((8-isopropyl-2-((tetrahydro-2H-pyran-4-yl)amino)pyrazolo[1,5-a][1,3,5]triazin-4-yl)amino)methyl)phenyl)-1-methyl-4-nitro-1H-pyrazole-3-carboxamide C(C)(C)C=1C=NN2C1N=C(N=C2NCC=2C=C(C=CC2)NC(=O)C2=NN(C=C2[N+](=O)[O-])C)NC2CCOCC2